2-chloro-3-methylsulfanyl-N-(1-methyltetrazol-5-yl)-4-(2,2,2-trifluoroethoxy)benzamide ClC1=C(C(=O)NC2=NN=NN2C)C=CC(=C1SC)OCC(F)(F)F